FC1(C(C1)COC1=CC=C(C=C1)C1=C(N=C2N(C1=O)C=CC(=C2)OC)C(F)(F)F)F 3-(4-((2,2-difluorocyclopropyl)methoxy)phenyl)-8-methoxy-2-(trifluoromethyl)-4H-pyrido[1,2-a]pyrimidin-4-one